ClCCC(=C(C1=CC=C(C=C1)O)C1=CC=C(C=C1)N1CCN(CC1)CC=1C=C2C(N(C(C2=CC1)=O)C1C(NC(CC1)=O)=O)=O)C1=CC=CC=C1 5-((4-(4-(4-chloro-1-(4-hydroxyphenyl)-2-phenylbut-1-en-1-yl)phenyl)piperazin-1-yl)methyl)-2-(2,6-dioxopiperidin-3-yl)isoindoline-1,3-dione